ethyl (1R)-1-({(3S)-3-({N-[(4-methoxy-1H-indol-2-yl)carbonyl]-L-leucyl}amino)-2-oxo-4-[(3S)-2-oxopyrrolidin-3-yl]butyl}oxy)propyl carbonate C(OCC)(O[C@H](CC)OCC([C@H](C[C@H]1C(NCC1)=O)NC([C@@H](NC(=O)C=1NC2=CC=CC(=C2C1)OC)CC(C)C)=O)=O)=O